CC1=CC=C(C=N1)NC(OC[C@@H]1OC2=C(C3=C(N=C(S3)C3=C4N=CC(=NC4=CC(=C3)C)OC)C(=C2)C(F)F)OC1)=O (R)-(4-(difluoromethyl)-2-(2-methoxy-7-methylquinoxalin-5-yl)-7,8-dihydro-[1,4]dioxino[2',3':3,4]benzo[1,2-d]thiazol-7-yl)methyl (6-methylpyridin-3-yl)carbamate